CC([C@@H](C(=O)O)N1C(C2(CN(C2)C(=O)C2[N@](C2)C(C2=CC=CC=C2)(C2=CC=CC=C2)C2=CC=CC=C2)CC1)=O)C (S)-3-methyl-2-(5-oxo-2-((S)-1-tritylaziridine-2-carbonyl)-2,6-diazaspiro[3.4]octan-6-yl)butanoic acid